COCN1N=C(C(=C1)NC=1N=CC2=C(N1)N(C(=C2)C#N)[C@H]2COC[C@@H]2C)OC2COC2 2-((1-(methoxymethyl)-3-(oxetan-3-yloxy)-1H-pyrazol-4-yl)amino)-7-((3r,4r)-4-methyltetrahydrofuran-3-yl)-7H-pyrrolo[2,3-d]pyrimidine-6-carbonitrile